4-allyl 1-benzyl (2-(((2R,8S)-2-benzyl-8-isobutyl-9-methyl-4,7,10-trioxo-6-(((R)-tetrahydro-2H-pyran-2-yl)methyl)-11-oxa-3,6,9-triazatetradec-13-en-1-yl)oxy)-1-naphthoyl)-L-aspartate C(C1=CC=CC=C1)[C@H](COC1=C(C2=CC=CC=C2C=C1)C(=O)N[C@@H](CC(=O)OCC=C)C(=O)OCC1=CC=CC=C1)NC(CN(C([C@@H](N(C(OCC=C)=O)C)CC(C)C)=O)C[C@@H]1OCCCC1)=O